CC1(C[C@H]2[C@@H](O1)[C@H]1C([C@H](C([C@@H]1CC2)(C)C)C)(C)C)C (3aS,5aR,7S,8aR,8bR)-2,2,6,6,7,8,8-heptamethyldecahydro-2H-indeno[4,5-b]furan